1-(((3R,4R)-4-(4-Chloro-2-(5-fluoropyridin-2-yl)-1H-imidazol-5-yl)-3-methylpiperidin-1-yl)sulfonyl)azetidine-3-carboxylic acid ClC=1N=C(NC1[C@H]1[C@H](CN(CC1)S(=O)(=O)N1CC(C1)C(=O)O)C)C1=NC=C(C=C1)F